C(C)(C)(C)OC(=O)N1C(=CC=C1)B(O)O 1-(tertbutoxycarbonyl)-2-pyrroleboronic acid